NC1=NN(C(=C1C)C1=NC(=NC=C1)N1CCN(CC1)C(=O)N1N=CC[C@H]1C=1C=C(C#N)C=C(C1)F)C (S)-3-(1-(4-(4-(3-amino-1,4-dimethyl-1H-pyrazol-5-yl)pyrimidin-2-yl)piperazine-1-carbonyl)-4,5-dihydro-1H-pyrazol-5-yl)-5-fluorobenzonitrile